2-(2-furyl)-5-[[(2S)-morpholin-2-yl]methylamino]pyrazolo[1,5-a]pyrimidine-3-carbonitrile O1C(=CC=C1)C1=NN2C(N=C(C=C2)NC[C@@H]2CNCCO2)=C1C#N